C(C)(=O)O[C@@H]1COCC[C@H]1NC1=NN2C(C=N1)=C(N=C2C(C)C)I (3S,4R)-4-({5-iodo-7-isopropylimidazo[4,3-f][1,2,4]triazin-2-yl}amino)oxan-3-yl acetate